N,4-dimethyl-N-(2,2,6,6-tetramethylpiperidin-4-yl)-7-(1H-1,2,3-triazol-1-yl)-4H-chromeno[3,4-d]thiazol-2-amine CN(C=1SC2=C(N1)C(OC=1C=C(C=CC12)N1N=NC=C1)C)C1CC(NC(C1)(C)C)(C)C